FC(OC=1C=C(C=CC1)N1CCNCC1)(F)F 1-[3-(trifluoromethoxy)phenyl]piperazine